2,2'-(2,2'-dichloro-[1,1'-biphenyl]-3,3'-diyl)bis(5-(2-(((1r,3r)-3-hydroxycyclobutyl)amino)ethyl)-6-methylpyrazolo[1,5-a]pyrazin-4(5H)-one) ClC1=C(C=CC=C1C1=NN2C(C(N(C(=C2)C)CCNC2CC(C2)O)=O)=C1)C1=C(C(=CC=C1)C1=NN2C(C(N(C(=C2)C)CCNC2CC(C2)O)=O)=C1)Cl